C(C)(=O)N1CCN(CC1)C1=NN(C=2C=CC=C(C12)C1=C(C=C2C=NN(C2=C1)C)F)CC(=O)NCC(=O)NCC(=O)O (2-{2-[3-(4-acetylpiperazin-1-yl)-5'-fluoro-1'-methyl-[4,6'-biindazol]-1-yl]acetamido}acetamido)acetic acid